8-mercapto-1-octyl-triethoxysilane tert-butyl-(tert-butoxycarbonyl)((1-(4-(5-(trifluoromethyl)-1,2,4-oxadiazol-3-yl)phenyl)-1H-imidazol-4-yl)methyl)carbamate C(C)(C)(C)C(C=1N=CN(C1)C1=CC=C(C=C1)C1=NOC(=N1)C(F)(F)F)N(C(O)=O)C(=O)OC(C)(C)C.SCCCCCCCC[Si](OCC)(OCC)OCC